propanediol dibehenate C(CCCCCCCCCCCCCCCCCCCCC)(=O)OC(CC)OC(CCCCCCCCCCCCCCCCCCCCC)=O